C1(CC1)C1=NC=C(C(=N1)OC[C@H]1[C@@H](C1)C1=NC=C(C=C1)F)C#N 2-cyclopropyl-4-(((1R,2R)-2-(5-fluoropyridin-2-yl)cyclopropyl)methoxy)pyrimidine-5-carbonitrile